1-N-[4-[6-[2-(dimethylamino)ethylcarbamoyl]-7-methoxyquinolin-4-yl]oxyphenyl]-1-N'-(4-fluorophenyl)cyclopropane-1,1-dicarboxamide CN(CCNC(=O)C=1C=C2C(=CC=NC2=CC1OC)OC1=CC=C(C=C1)NC(=O)C1(CC1)C(=O)NC1=CC=C(C=C1)F)C